ethyl 3-(6-Methylpyridin-2-yl)-3-oxopropanate CC1=CC=CC(=N1)C(CC(=O)OCC)=O